3-((dioctadecylphenoxy)carbonylamino-methyl)-3,5,5-trimethylcyclohexyl-carbamic acid (dioctadecylphenyl) ester C(CCCCCCCCCCCCCCCCC)C=1C(=C(C=CC1)OC(NC1CC(CC(C1)(C)C)(C)CNC(=O)OC1=C(C(=CC=C1)CCCCCCCCCCCCCCCCCC)CCCCCCCCCCCCCCCCCC)=O)CCCCCCCCCCCCCCCCCC